Tert-Butyl-2-((2-Chloro-4-Methyl-6-(Trifluoromethyl)Pyridin-3-Yl)Methyl)-3-Oxopiperazine C(C)(C)(C)N1C(C(NCC1)=O)CC=1C(=NC(=CC1C)C(F)(F)F)Cl